1,1-dichloro-2-fluoroethylene ClC(=CF)Cl